(7-fluoro-6-methoxy-1,2,3,4-tetrahydronaphthalen-1-yl)methylamine FC1=C(C=C2CCCC(C2=C1)CN)OC